4-(3-Chloroanilino)-2'-[(2S)-2-(hydroxymethyl)butyl]-2',3'-dihydrospiro[cyclohexane-1,1'-indene]-4-carboxylic acid methyl ester COC(=O)C1(CCC2(C(CC3=CC=CC=C23)C[C@H](CC)CO)CC1)NC1=CC(=CC=C1)Cl